benzylbenzoate C(C1=CC=CC=C1)OC(C1=CC=CC=C1)=O